5-Hydroxy-1-(4-Hydroxy-3-methoxyphenyl)decan-3-one OC(CC(CCC1=CC(=C(C=C1)O)OC)=O)CCCCC